C(C)C(CC)N[C@@H]([C@@H](C1=CC=CC=C1)NC(=S)NC1=CC=C(C=C1)C(F)(F)F)C1=CC=CC=C1 (R,R)-1-[2-(1-Ethylpropylamino)-1,2-diphenylethyl]-3-[4-(trifluoromethyl)phenyl]thiourea